2-fluoro-6-(4-(6-(isopropylamino)-1'-methyl-6'-oxo-1',6'-dihydro-[3,4'-bipyridin]-3'-yl)-1H-pyrazol-1-yl)benzonitrile FC1=C(C#N)C(=CC=C1)N1N=CC(=C1)C1=CN(C(C=C1C=1C=NC(=CC1)NC(C)C)=O)C